[Si](C)(C)(C(C)(C)C)OC[C@@H]1[C@H]([C@@]([C@H]([C@@H](OCC)O1)N=[N+]=[N-])(O)CC1=CC=CC=C1)OCC1=CC=CC=C1 ethyl 6-O-tert-butyldimethylsilyl-3,4-O-di-benzyl-2-azido-2-deoxy-α-D-glucopyranoside